4-{2-[(3-aminopropyl)amino]ethyl}-4-methyl-1,3,4,2-dioxasilaborin-2-ol NCCCNCC[Si]1(OB(OC=C1)O)C